OC=1C=CC(=NC1)NC(=O)C1CCC(CC1)OC(C)C (1r,4r)-N-(5-hydroxypyridin-2-yl)-4-isopropoxycyclohexane-1-carboxamide